2-(Azetidin-1-yl)-4-(3,5-difluorophenyl)-6-(1H-pyrazol-1-yl)-1,3,5-triazine N1(CCC1)C1=NC(=NC(=N1)C1=CC(=CC(=C1)F)F)N1N=CC=C1